2-[(4-bromo)-phenylalanyl]-3-(4-nitrophenyl)-propionic acid BrC1=CC=C(C[C@H](N)C(=O)C(C(=O)O)CC2=CC=C(C=C2)[N+](=O)[O-])C=C1